BrC1=C(C(=C(N)C=C1)[N+](=O)[O-])C 4-bromo-3-methyl-2-nitroaniline